C1=CC=C2C(=C1)C=CC=C2NC3=C(C=C(C=N3)[N+](=O)[O-])[N+](=O)[O-] (3,5-Dinitro(2-pyridyl))naphthylamine